N-(4-(chlorodifluoromethoxy)phenyl)-6-(4-((4-((2,6-dioxopiperidin-3-yl)amino)benzyl)(methyl)amino)piperidin-1-yl)-5-(1H-pyrazol-3-yl)nicotinamide ClC(OC1=CC=C(C=C1)NC(C1=CN=C(C(=C1)C1=NNC=C1)N1CCC(CC1)N(C)CC1=CC=C(C=C1)NC1C(NC(CC1)=O)=O)=O)(F)F